Cl.C1(=CC=CC=C1)N1CC2(C1)CNCCC2 2-phenyl-2,6-diazaspiro[3.5]nonane hydrochloride